C(=O)OCC=1C=C(C=CC1)N1COC2(C1)CCN(CC2)C(=O)N([C@H](C(=O)O)C(C)C)C (2S)-2-[(3-{3-[(formyloxy)methyl]phenyl}-1-oxa-3,8-diazaspiro[4.5]decan-8-yl)carbonyl(methyl)amino]-3-methylbutanoic acid